N1CC(C1)NC=1C=CC(=C(C(=O)N[C@H](C)C2=CC(=CC=C2)C=2SC(=CC2)CN2CCOCC2)C1)C (R)-5-(azetidin-3-ylamino)-2-methyl-N-(1-(3-(5-(morpholinomethyl)thiophen-2-yl)phenyl)ethyl)benzamide